C1(CC1)C=1C(=NSC1C(=O)OCC)C1COCC1 ETHYL 4-CYCLOPROPYL-3-(TETRAHYDRO-FURAN-3-YL)ISOTHIAZOLE-5-CARBOXYLATE